(S)-N-(3-(2-((1,5-dimethyl-1H-pyrazol-3-yl)amino)-5-methylpyrimidin-4-yl)-1H-indol-7-yl)-2-(3-((4-(ethyl(methyl)amino)pyrimidin-2-yl)oxy)pyrrolidin-1-yl)acetamide CN1N=C(C=C1C)NC1=NC=C(C(=N1)C1=CNC2=C(C=CC=C12)NC(CN1C[C@H](CC1)OC1=NC=CC(=N1)N(C)CC)=O)C